FC1=C(C=CC(=C1)OC1=NN(C=C1)C=1C=NC(=CC1)OC)NC1=NC=NC2=CC(=C(C=C12)NC1CCN(CC1)C(C=C)=O)OC([2H])([2H])[2H] 1-(4-((4-((2-fluoro-4-((1-(6-methoxypyridin-3-yl)-1H-pyrazol-3-yl)oxy)phenyl)amino)-7-(methoxy-d3)quinazolin-6-yl)amino)piperidin-1-yl)prop-2-en-1-one